BrC=1C(=C(OCC(=O)C2=C(C=C(C=C2)Cl)F)C=CC1)OCOC (R)-2-(3-bromo-2-(methoxymethoxy)phenoxy)-1-(4-chloro-2-fluorophenyl)ethan-1-one